C1(=CC=CC=C1)CCC(C)(C1=CC=C(C=C1)O)C1=CC=C(C=C1)O 4-phenyl-2,2-bis(4-hydroxyphenyl)butane